Cl.NCC1=CC=C(S1)C(CSC=1C2=C(N=C(N1)C)C=NC(=C2)N(C)C)=O 1-(5-(aminomethyl)thiophen-2-yl)-2-((6-(dimethylamino)-2-methylpyrido[3,4-d]pyrimidin-4-yl)thio)ethan-1-one hydrochloride